(1aRS,7bSR)-5-{2-[((R)-1-ethylpyrrolidin-3-ylcarbamoyl)methyl]-4-fluorobenzenesulfonyl-amino}-1,1a,2,7b-tetrahydro-cyclopropa[c]chromene-4-carboxylic acid C(C)N1C[C@@H](CC1)NC(=O)CC1=C(C=CC(=C1)F)S(=O)(=O)NC1=CC=C2[C@@H]3[C@H](COC2=C1C(=O)O)C3 |&1:26,27|